CN1CCC(CC1)NC(O[C@@H]1CC[C@H](CC1)C(N(C[C@@H]1CC[C@H](CC1)C1=NC(=C(C=C1)OC)C)C1=NC=CC(=C1)C=1N=C(OC1)C1CC1)=O)=O trans-4-((4-(2-Cyclopropyloxazol-4-yl)pyridine-2-yl)((trans-4-(5-methoxy-6-methylpyridin-2-yl)cyclohexyl)methyl)carbamoyl)cyclohexyl (1-methylpiperidin-4-yl)carbamate